CC(C)N1C=NC2=C1C(=NC(=C2)C2=CC=C1C(=C2)N(C(C12CCNCC2)=O)C2CC(C2)N2CCCCC2)NC(C)C 6-[3-(PROPAN-2-YL)-4-[(PROPAN-2-YL)AMINO]-3H-IMIDAZO[4,5-C]PYRIDIN-6-YL]-1-[(1S,3S)-3-(PIPERIDIN-1-YL)CYCLOBUTYL]-1,2-DIHYDROSPIRO[INDOLE-3,4'-PIPERIDIN]-2-ONE